C(C)OC1=C(C=CC(=C1)CNC(C1=C(C=CC(=C1)F)OC)=O)B(O)O (2-ethoxy-4-((5-fluoro-2-methoxybenzoylamino)methyl)phenyl)boronic acid